OC(C)C=1C2=CC=CC=C2C=C2C=CC=CC12 9-(1-hydroxyethyl)anthracene